CN(C(=O)[C@H]1CN(CC[C@@H]1NC(=O)C1=NOC(=C1)C1=C(C=C(C=C1)F)F)[C@@H]1[C@H](CCC1)CC)C (3S,4S)-4-{[5-(2,4-difluoro-phenyl)-isoxazole-3-carbonyl]-amino}-1-((1S,2S)-2-ethyl-cyclopentyl)-piperidine-3-carboxylic acid dimethylamide